C(C)(=O)C=1C=CC=C2C=3C=C(C=C(C3NC12)OC)C(=O)OC methyl 8-acetyl-1-methoxy-9H-carbazole-3-carboxylate